OC(C(=O)N1C2CN(CC1C2)C2=NN=C(S2)C=2C(=CC(=NC2)C2=CC=C1N2N=CC(=C1)C#N)NC(C)C)(C)C 7-(5-(5-(6-(2-hydroxy-2-methylpropanoyl)-3,6-diazabicyclo[3.1.1]hept-3-yl)-1,3,4-thiadiazol-2-yl)-4-(isopropylamino)pyridin-2-yl)pyrrolo[1,2-b]pyridazine-3-carbonitrile